C[SiH](C)C[Ti](C)(C1(C(=C(C(=C1)C)C)C)C)NC(C)(C)C dimethylsilyl-(N-t-butylamino)(tetramethylcyclopentadienyl)dimethyl-titanium